The molecule is a 2-amino-Delta(2)-thiazoline-4-carboxylic acid that has R configuration. It is an enantiomer of a D-2-amino-Delta(2)-thiazoline-4-carboxylic acid. It is a tautomer of a L-2-amino-Delta(2)-thiazoline-4-carboxylic acid zwitterion. C1[C@H](N=C(S1)N)C(=O)O